CC1=C(C(C(=O)[O-])=CC=C1)N 3-methyl-anthranilate